COC1=C(C=CC=C1)[PH+](C1=C(C=CC=C1)OC)C1=C(C=CC=C1)OC Tris(2-methoxyphenyl)-phosphonium